4-methyl-3-ethyl-3,5-heptanediol dibenzoate C(C1=CC=CC=C1)(=O)OC(CC)(C(C(CC)OC(C1=CC=CC=C1)=O)C)CC